C(CCCCCCC)N1C(C(=C)CC1=O)=O N-octyl-itaconimide